NC1=CC(N(C2=NC(=CC=C12)OCC)C1=CC=C(C=C1)N)=O 4-amino-1-(4-aminophenyl)-7-(ethoxy)-2-oxo-1,2-dihydro-1,8-naphthyridine